ethyl-1-[[4-[5-(trifluoromethyl)-1,2,4-oxadiazol-3-yl]phenyl]methyl]pyrazole-4-carboxamide C(C)C1=NN(C=C1C(=O)N)CC1=CC=C(C=C1)C1=NOC(=N1)C(F)(F)F